C(C)C1=NN(C2=C1C(NCC1(CCOCC1)C2)=O)CC(COC(C2=CC=C(C=C2)C(=O)N2CCCC2)=O)(C)C 4-(pyrrolidine-1-carbonyl)benzoic acid [3-(3-ethyl-4-oxo-spiro[6,8-dihydro-5H-pyrazolo[4,3-c]azepin-7,4'-tetrahydropyran]-1-yl)-2,2-dimethyl-propyl] ester